NC=1C(NC2=C3C=CC=NC3=C(C=C2C1C1=C2C=NNC2=C(C=C1)F)C1(CC1)C#N)=O 1-[3-amino-4-(7-fluoro-1H-indazol-4-yl)-2-oxo-1H-1,7-phenanthroline-6-yl]cyclopropane-1-carbonitrile